C(C)[SiH]1O[SiH](O[SiH](O[SiH](O1)CC)CC)CC 2,4,6,8-tetraethylcyclotetrasiloxane